N-(3-(4-chlorophenyl)propanoyl)-4-methyl-N-(4-methyl-3-(pyridin-4-yl)-1H-pyrazol-5-yl)pentanamide ClC1=CC=C(C=C1)CCC(=O)N(C(CCC(C)C)=O)C1=C(C(=NN1)C1=CC=NC=C1)C